(1R,5S)-8-(7-bromo-2-chloro-8-fluoroquinazolin-4-yl)-3,8-diazabicyclo[3.2.1]Octane-3-carboxylic acid tert-butyl ester C(C)(C)(C)OC(=O)N1C[C@H]2CC[C@@H](C1)N2C2=NC(=NC1=C(C(=CC=C21)Br)F)Cl